C1(CC1)S(=O)(=O)NC(C1=CC=C(C=C1)N1[C@@H]2C[C@H]([C@H](C1=O)C2)OCC=2C(=NOC2C2CC2)C2=C(C=CC=C2Cl)Cl)=O N-(cyclopropanesulfonyl)-4-[(1S,4R,5R)-5-{[5-cyclopropyl-3-(2,6-dichlorophenyl)-1,2-oxazol-4-yl]methoxy}-3-oxo-2-azabicyclo[2.2.1]heptan-2-yl]benzamide